5-(2-(2-methyl-2H-indazol-5-yl)phenyl)-3-methylenedihydrofuran-2(3H)-one CN1N=C2C=CC(=CC2=C1)C1=C(C=CC=C1)C1CC(C(O1)=O)=C